The molecule is a cholesteryl octadecatrienoate obtained by formal condensation of the carboxy group of (5Z,8Z,11Z)-icosatrienoic acid with the hydroxy group of cholesterol. It has a role as a human blood serum metabolite. It derives from a (5Z,8Z,11Z)-icosatrienoic acid. CCCCCCCC/C=C\\C/C=C\\C/C=C\\CCCC(=O)O[C@H]1CC[C@@]2([C@H]3CC[C@]4([C@H]([C@@H]3CC=C2C1)CC[C@@H]4[C@H](C)CCCC(C)C)C)C